Cl.C(CC#C)ON O-(but-3-yn-1-yl)hydroxylamine hydrochloride